NC=1C(=NN(C1C(=O)OCC)C1=C(C=C(C=C1)Br)F)C(=O)C1CCN(CC1)C(=O)OC(C)(C)C tert-butyl 4-[4-amino-1-(4-bromo-2-fluorophenyl)-5-(ethoxycarbonyl)-1H-pyrazole-3-carbonyl]piperidine-1-carboxylate